C(C)(C)(C)OC(=O)N1C[C@H](CCC1)C1=CC2=C(N=CN=C2N[C@H](C)C2=C(C(=CC=C2)C(F)F)F)N(C1=O)C (R)-3-(4-(((R)-1-(3-(difluoromethyl)-2-fluorophenyl)ethyl)amino)-8-methyl-7-oxo-7,8-dihydropyrido[2,3-d]pyrimidin-6-yl)piperidine-1-carboxylic acid tert-butyl ester